2-bromo-N-(2-(6-oxopyrimidin-1(6H)-yl)ethyl)benzamide BrC1=C(C(=O)NCCN2C=NC=CC2=O)C=CC=C1